(S)-N-(4-(1-methoxyethyl)-6-methyl-1,5-naphthyridin-3-yl)-N'-(2-methyl-6-(2H-1,2,3-triazol-2-yl)-5-(trifluoromethyl)pyridin-3-yl)urea CO[C@@H](C)C1=C(C=NC2=CC=C(N=C12)C)NC(=O)NC=1C(=NC(=C(C1)C(F)(F)F)N1N=CC=N1)C